(4-(3-hydroxyoxetan-3-yl)phenyl)(3-(4-(trifluoromethyl)phenoxy)azetidin-1-yl)methanone OC1(COC1)C1=CC=C(C=C1)C(=O)N1CC(C1)OC1=CC=C(C=C1)C(F)(F)F